FC1=C(COC2=CC=C(C=C2)C=2N=C(N3C2C=NC=C3)[C@H]3N(CCC3)C(C#CC)=O)C(=CC=C1)F (S)-1-(2-(1-(4-((2,6-difluorobenzyl)oxy)phenyl)imidazo[1,5-a]pyrazin-3-yl)pyrrolidin-1-yl)but-2-yn-1-one